(1R)-1-(oxetan-3-yl)ethan-1-ol Tri-tert-butyl-(5S,8S,22S,26S)-1-amino-5,8-dibenzyl-4,7,10,19,24-pentaoxo-3,6,9,18,23,25-hexaazaoctacosane-22,26,28-tricarboxylate C(C)(C)(C)C(C(N)(C(C)(C)C)C(C)(C)C)NC([C@@H](NC([C@@H](NC(CCCCCCCNC(CC[C@H](NC(N[C@@H](CCC(=O)O)C(=O)O)=O)C(=O)O)=O)=O)CC1=CC=CC=C1)=O)CC1=CC=CC=C1)=O.O1CC(C1)[C@@H](C)O